N4,6-dimethyl-N2-[6-methyl-5-[rel-(2R)-2-methyl-2,3,4,7-tetrahydro-1H-azepin-5-yl]-2,3-dihydro-1,4-benzodioxin-7-yl]pyrimidine-2,4-diamine CNC1=NC(=NC(=C1)C)NC=1C(=C(C2=C(OCCO2)C1)C=1CC[C@H](NCC1)C)C |o1:23|